tri(1,2-propanediol) diacrylate C(C=C)(=O)O.C(C=C)(=O)O.C(C(C)O)O.C(C(C)O)O.C(C(C)O)O